C(C)C=1C=C(OC2=CC=CC(C12)=O)CCC 4-ethyl-2-propyl-5H-chromen-5-one